1-benzyl-4-[4-(4,4,5,5-tetramethyl-1,3,2-dioxaborolan-2-yl)phenyl]-1,4-azaphosphinane 4-oxide C(C1=CC=CC=C1)N1CCP(CC1)(C1=CC=C(C=C1)B1OC(C(O1)(C)C)(C)C)=O